FC(C=1N=CC(=NC1)CC1CCC2(CN(C2)C(=O)N2CC3(C2)NC(COC3)=O)CC1)(F)F 2-[7-[[5-(trifluoromethyl)pyrazin-2-yl]methyl]-2-azaspiro[3.5]nonane-2-carbonyl]-8-oxa-2,5-diazaspiro[3.5]nonane-6-one